[Cl-].CCC(=C([NH3+])C)O dimethyl-2-hydroxypropenaminium chloride